N-acetyl-S-(2-carboxyethyl)-L-Cysteine C(C)(=O)N[C@@H](CSCCC(=O)O)C(=O)O